CC1CNC(C1)C 3,5-dimethylpyrrolidine